ClC1=C(C=CC=C1CCN1CCOCC1)N1C=NC(=C1)C1=NC(=NC=C1C(F)(F)F)NC1CCN(CC1)S(=O)(=O)C (1-(2-chloro-3-(2-morpholinoethyl)phenyl)-1H-imidazol-4-yl)-N-(1-(methylsulfonyl)piperidin-4-yl)-5-(trifluoromethyl)pyrimidin-2-amine